N-(adamantan-1-yl)-2-((6-(2-hydroxyethoxy)-2-oxo-1,2-dihydropyrimidin-4-yl)oxy)acetamide C12(CC3CC(CC(C1)C3)C2)NC(COC2=NC(NC(=C2)OCCO)=O)=O